CN1N=CC(=C1)C=1N=C(C=2N(C1)N=CC2)C2=CC=C(CN1C(CN(CC1)C(=O)OC(C)(C)C)=O)C=C2 tert-Butyl 4-(4-(6-(1-methyl-1H-pyrazol-4-yl)pyrazolo[1,5-a]pyrazin-4-yl)benzyl)-3-oxopiperazine-1-carboxylate